2-Bromo-4-(dimethylamino)benzoic acid methyl ester COC(C1=C(C=C(C=C1)N(C)C)Br)=O